FC(OCCN1N=NC=C1C(=O)N)F 1-(2-(difluoromethoxy)ethyl)-1H-1,2,3-triazole-5-carboxamide